C(C)C=1C2=C(N=NC1C1=C(C=C(C=C1)C(F)(F)F)O)N(C=N2)[C@H]2CN(CCC2)C 2-[4-ethyl-7-[(3R)-1-methyl-3-piperidyl]imidazo[4,5-c]pyridazin-3-yl]-5-(trifluoromethyl)phenol